3-{5-amino-6-[1-(2,6-dichloro-3-fluoro-phenyl)-ethoxy]-pyrazin-2-yl}-N-((R)-2-hydroxy-3-pyrrolidin-1-yl-propyl)-benzamide NC=1N=CC(=NC1OC(C)C1=C(C(=CC=C1Cl)F)Cl)C=1C=C(C(=O)NC[C@H](CN2CCCC2)O)C=CC1